NC1=C(C=CC=C1)CNC1=NC(=NC(=C1)C=1OC=CC1)N(C)C N4-[(2-aminophenyl)methyl]-6-(2-furyl)-N2,N2-dimethyl-pyrimidine-2,4-diamine